N-(1-phenylethyl)pyrazolo[1,5-a]quinazolin-5-amine C1(=CC=CC=C1)C(C)NC1=NC=2N(C3=CC=CC=C13)N=CC2